O1[C@@H](CCC1)CNC(=O)N 1-(((S)-tetrahydrofuran-2-yl)methyl)urea